2,2-dimethyl-3-(2,2-dichlorovinyl)cyclopropanecarboxylic acid CC1(C(C1C=C(Cl)Cl)C(=O)O)C